O[C@@H]1C(C=C2CC[C@H]3[C@@H]4CC[C@@H]([C@@]4(C)C[C@H]([C@@H]3[C@]2(C1)C)O)O)=O 2β,11α,17β-trihydroxyandrost-4-en-3-one